FC(C(=O)[O-])I fluoroiodoacetate